BrC1=C(C=CC(=C1)Cl)C1(CC1)NC(OC(C)(C)C)=O tert-butyl (1-(2-bromo-4-chlorophenyl)-cyclopropyl)carbamate